N[C@H]1CN(CCC1)C(=O)C1=CC2=C(N(C(=N2)C2=CC=3C(=NC(=CC3)NC3=CC(=NC=C3)C)N2CC2CC2)C)C(=C1)OC N-(2-{5-[(3R)-3-aminopiperidine-1-carbonyl]-7-methoxy-1-methyl-1H-1,3-benzodiazol-2-yl}-1-(cyclopropylmethyl)-1H-pyrrolo[2,3-b]pyridin-6-yl)-2-methylpyridin-4-amine